1-[[[2-[[4-(7-fluoro-1H-indazol-4-yl)triazol-1-yl]methyl]imidazo[1,2-a]pyridin-6-yl]methylamino]methyl]cyclohexanol FC=1C=CC(=C2C=NNC12)C=1N=NN(C1)CC=1N=C2N(C=C(C=C2)CNCC2(CCCCC2)O)C1